FC(C(=O)O)(F)F.ClC=1C=C2C=CN(C2=C(C1)C1C2=C(NCC1)C=C(S2)CN2C(CC(CC2=O)(C)C)=O)CC2(CCNCC2)F 1-((7-(5-chloro-1-((4-fluoropiperidin-4-yl)methyl)-1H-indol-7-yl)thieno[3,2-b]piperidin-2-yl)methyl)-4,4-dimethylpiperidin-2,6-dione trifluoroacetate